(2S,4R)-N-[2-[[2-chloro-4-[[3-[3-(trifluoromethyl)-1H-pyrazol-4-yl]imidazo[1,2-a]pyrazin-8-yl]amino]benzoyl]amino]ethyl]-4-hydroxypyrrolidine-2-carboxamide formate C(=O)O.ClC1=C(C(=O)NCCNC(=O)[C@H]2NC[C@@H](C2)O)C=CC(=C1)NC=1C=2N(C=CN1)C(=CN2)C=2C(=NNC2)C(F)(F)F